C(C)(C)(C)OC(=O)N[C@@H](CCCCN)C(=O)O tert-butyloxycarbonyl-L-Lysine